3-t-butyldiphenylsilylglycerol [Si](C1=CC=CC=C1)(C1=CC=CC=C1)(C(C)(C)C)OCC(CO)O